tetraphosphorus heptasulfide P12SP3SP(S1)SP(=S)(S2)S3